N,N-bis(trimethylsilyl)aminoethyltriethoxysilane tert-butyl-2-(4-aminophenyl)-2-methylpropanoate C(C)(C)(C)OC(C(C)(C)C1=CC=C(C=C1)N)=O.C[Si](N([Si](C)(C)C)CC[Si](OCC)(OCC)OCC)(C)C